5-(4-(5-bromopyridin-3-yl)-1H-1,2,3-triazol-1-yl)-N-cyclopropyl-2-fluoro-4-methylbenzamide BrC=1C=C(C=NC1)C=1N=NN(C1)C=1C(=CC(=C(C(=O)NC2CC2)C1)F)C